N1C(=NC2=C1C=CC=C2)CCNCC(C)(C)C=2SC=C(N2)C(=O)NCC2=NC=CC=C2F 2-(1-{[2-(1H-1,3-Benzodiazol-2-yl)ethyl]amino}-2-methylpropan-2-yl)-N-[(3-fluoropyridin-2-yl)methyl]-1,3-thiazole-4-carboxamide